O(S(=O)(=O)C(F)(F)F)C1=CC2=CC=C(C=C2C=C1)CCCCCC 6-hexylnaphthalen-2-yl triflate